O=C1N(CC2=C3C(=CC=C12)NCC1(O3)CCNCC1)[C@@H]1C(NC(CC1)=O)=O (S)-3-(7'-oxo-3',4',7',9'-tetrahydro-8'H-spiro[piperidine-4,2'-[1,4]oxazino[2,3-e]isoindol]-8'-yl)piperidine-2,6-dione